N-[(1s,4s)-4-{2-Methanesulfonyl-7-oxo-5-[2-(triisopropylsilyl)ethynyl]pyrido[2,3-d]pyrimidin-8-yl}cyclohexyl]acetamide CS(=O)(=O)C=1N=CC2=C(N1)N(C(C=C2C#C[Si](C(C)C)(C(C)C)C(C)C)=O)C2CCC(CC2)NC(C)=O